N-[(3S)-1-(5-carbamoyl-7-fluoro-1,2,3,4-tetrahydrocyclopenta[b]indol-8-yl)-3-piperidinyl]-N-methylcarbamic acid tert-butyl ester C(C)(C)(C)OC(N(C)[C@@H]1CN(CCC1)C=1C=2C3=C(NC2C(=CC1F)C(N)=O)CCC3)=O